BrC=1C=C(C=C(C1OCC(CO)(C)C)F)C=1C(CC(NN1)=O)C 6-[3-bromo-5-fluoro-4-(3-hydroxy-2,2-dimethylpropoxy)phenyl]-5-methyl-4,5-dihydro-2H-pyridazin-3-one